C(C)(C)(C)N([C@@H](CO)C(=O)O)C(=O)OC(C)(C)C t-butyl-N-t-butoxycarbonyl-serine